6-(azetidin-1-yl)-4-bromo-2-methyl-2,7-naphthyridin-1(2H)-one N1(CCC1)C=1C=C2C(=CN(C(C2=CN1)=O)C)Br